[Si](C1=CC=CC=C1)(C1=CC=CC=C1)(C(C)(C)C)OC[C@H](CC(=O)OC)O methyl (S)-4-((tert-butyldiphenylsilyl)oxy)-3-hydroxybutanoate